FC1=C(C(=CC=C1)OC)C1=NC=CC(=N1)NC1=CC(=C(C=N1)C=1C=NC(=CC1)C(=O)N1CCN(CC1)C)N1C[C@H](CCC1)O (S)-(6'-((2-(2-fluoro-6-methoxyphenyl)pyrimidin-4-yl)amino)-4'-(3-hydroxypiperidin-1-yl)-[3,3'-bipyridin]-6-yl)(4-methylpiperazin-1-yl)methanone